S1C=NC2=C1C=CC(=C2)C2=NC(=C1C(=N2)N(N=C1)C=1SC=CC1)NC(=O)C=1SC(=CC1)[N+](=O)[O-] N-(6-(benzo[d]thiazol-5-yl)-1-(thiophen-2-yl)-1H-pyrazolo[3,4-d]pyrimidin-4-yl)-5-nitrothiophene-2-carboxamide